(6R,8aS)-6-[8-amino-1-(4-{(1R)-1-[3-(difluoromethyl)phenyl]-1-hydroxyethyl}phenyl)imidazo[1,5-a]pyrazin-3-yl]-2,2-dimethylhexahydroindolizin-3(2H)-one NC=1C=2N(C=CN1)C(=NC2C2=CC=C(C=C2)[C@@](C)(O)C2=CC(=CC=C2)C(F)F)[C@H]2CN1C(C(C[C@@H]1CC2)(C)C)=O